N[C@@H]1C[C@@H](CC1)CNC(OCC1=CC=CC=C1)=O benzyl N-[[(1R,3S)-3-aminocyclopentyl] methyl]carbamate